[Ti].[Al].[Li].P(O)(O)(O)=O [phosphoric acid] Lithium aluminum titanium